ClC1=C2CCN(CC2=C(C(=C1)C(C1COC1)OC)Cl)CC=1C(NC(=CC1OC)C)=O 5,8-dichloro-2-[(4-methoxy-6-methyl-2-oxo-1,2-dihydro-pyridin-3-yl)methyl]-7-[methoxy(oxetan-3-yl)methyl]-3,4-dihydroisoquinolin